ClC1=CC=C(C=C1)N(C(=O)C1=NC(=CN=C1)C1=C(C=C(C=C1)C(F)(F)F)C)C N-(4-chlorophenyl)-N-methyl-6-(2-methyl-4-(trifluoromethyl)phenyl)pyrazine-2-carboxamide